2-((6-((R)-2-(aminomethyl)morpholino)-3,5-dicyano-4-ethylpyridin-2-yl)thio)-2-phenylacetamide NC[C@H]1OCCN(C1)C1=C(C(=C(C(=N1)SC(C(=O)N)C1=CC=CC=C1)C#N)CC)C#N